rac-(1S*,2S*)-N-(5-((4-((1H-pyrazol-1-yl)methyl)benzyl)oxy)pyridazin-3-yl)-2-(5-chloropyridin-3-yl)cyclopropane-1-carboxamide N1(N=CC=C1)CC1=CC=C(COC=2C=C(N=NC2)NC(=O)[C@@H]2[C@H](C2)C=2C=NC=C(C2)Cl)C=C1 |r|